C1(=CC=CC=C1)C1=NC(=NC(=N1)C1=CC=CC=C1)C1=C(C=CC=C1)C1=CC=2C3(C4=CC=C(C=C4C2C=C1)C#N)CCCC3 2'-(2-(4,6-diphenyl-1,3,5-triazin-2-yl)phenyl)spiro[cyclopentane-1,9'-fluorene]-6'-carbonitrile